C1=CC=C2C(=C1)C(=CC=N2)C(=O)[O-] The molecule is a monocarboxylic acid anion resulting from the deprotonation of the carboxy group of quinoline-4-carboxylic acid. It is a conjugate base of a quinoline-4-carboxylic acid.